N(N)C(NN)=NCC(=O)O 2-[(dihydrazinylmeth-ylidene)amino]acetic acid